(benzyloxy)-1,3-dibromobenzene C(C1=CC=CC=C1)OC1=C(C=CC=C1Br)Br